4-chloro-1-isopropyl-5-(4,4,5,5-tetramethyl-1,3,2-dioxaborolan-2-yl)pyrazole ethyl-(6R,8S)-8-(2-cyanoethyl)-6-(trifluoromethyl)-5,6,7,8-tetrahydroimidazo[1,2-a]pyridine-2-carboxylate C(C)OC(=O)C=1N=C2N(C[C@@H](C[C@@H]2CCC#N)C(F)(F)F)C1.ClC=1C=NN(C1B1OC(C(O1)(C)C)(C)C)C(C)C